[Si](C1=CC=CC=C1)(C1=CC=CC=C1)(C(C)(C)C)OC[C@@H]1CO[C@@H](CN1C(=O)OC(C)(C)C)C(NC(C)(C)C1=C(C=CC=C1)Cl)=O tert-butyl (2S,5S)-5-(((tert-butyldiphenylsilyl)oxy)methyl)-2-((2-(2-chlorophenyl)propan-2-yl)carbamoyl)morpholine-4-carboxylate